(3Z)-3-[(4-bromophenyl)methylene]-1-(3-fluoropropyl)pyrrolidine BrC1=CC=C(C=C1)\C=C\1/CN(CC1)CCCF